C(C)(C)(C)OC(=O)N(CCCN(C(OC(C)(C)C)=O)C)CCOC1=CC=C2C(=CC=NC2=C1)NC1=CN=NC(=C1)C1=C(C=CC(=C1)Cl)F tert-butyl N-(3-{[(tert-butoxy) carbonyl] ({2-[(4-{[6-(5-chloro-2-fluorophenyl) pyridazin-4-yl] amino} quinolin-7-yl) oxy] ethyl}) amino} propyl)-N-methylcarbamate